4-{7-fluoro-6-[2-fluoro-1-(fluoromethyl)ethoxy]-3-[(1-methyl-3-(thiophen-2-yl)-1H-pyrazol-5-yl)methyl]-2,4-dioxo-3,4-dihydroquinazolin-1(2H)-yl}piperidine-1-carbaldehyde FC1=C(C=C2C(N(C(N(C2=C1)C1CCN(CC1)C=O)=O)CC1=CC(=NN1C)C=1SC=CC1)=O)OC(CF)CF